N-methyl-4-[[(1R)-1-phenylethyl]amino]-3-(4,4,5,5-tetramethyl-1,3,2-dioxaborolan-2-yl)benzenesulfonamide CNS(=O)(=O)C1=CC(=C(C=C1)N[C@H](C)C1=CC=CC=C1)B1OC(C(O1)(C)C)(C)C